(2S,6R)-4-(2-fluoro-4-(4,4,5,5-tetramethyl-1,3,2-dioxaborolan-2-yl)phenyl)-2,6-dimethylmorpholine FC1=C(C=CC(=C1)B1OC(C(O1)(C)C)(C)C)N1C[C@@H](O[C@@H](C1)C)C